C1(CC1)C(NS(=O)(=O)CC)C=1C=NC=C(C1)C1=CC=CC2=CC=CC=C12 N-(cyclopropyl(5-naphthalen-1-yl-pyridin-3-yl)methyl)ethanesulfonamide